CC1(C[C@H](CO1)N1N=C(C(=C1)C=1C2=C(N=CN1)OC(=C2)C2=CC=CC=C2)C2=CC=C(C=C2)F)C |r| racemic-1-(5,5-dimethyloxolan-3-yl)-3-(4-fluorophenyl)-4-{6-phenylfuro[2,3-d]pyrimidin-4-yl}pyrazole